CC(C(N)N)CCCCCC 2-methyl-octanediamine